O=C1N(CCC(N1)=O)C1=C2C=CN(C2=CC=C1)C1CCC(CC1)CN1CCN(CC1)C(=O)OC(C)(C)C tert-Butyl 4-(((1r,4r)-4-(4-(2,4-dioxotetrahydropyrimidin-1(2H)-yl)-1H-indol-1-yl)cyclohexyl)methyl)piperazine-1-carboxylate